CN1N=CC(=C1)C=1C=CC=2N(C1)N=CC2N2CCN(CC2)C(=O)OC(CCO)C2=CC=C(C=C2)C 3-hydroxy-1-(p-tolyl)propyl 4-(6-(1-methyl-1H-pyrazol-4-yl)pyrazolo[1,5-a]pyridin-3-yl)piperazine-1-carboxylate